COC(=O)C=1C=C(C=CC1OCCOC)NC=1N=CC2=C(N1)CN(CC2)C(=O)OC(C)(C)C tert-butyl 2-{[3-(methoxycarbonyl)-4-(2-methoxyethoxy)phenyl]amino}-5H,6H,7H,8H-pyrido[3,4-d]pyrimidine-7-carboxylate